N-(7-chloro-6-(1-((3S,4S)-4-hydroxy-3-methyltetrahydrofuran-3-yl)piperidin-4-yl)isoquinolin-3-yl)-2-(tetrahydro-2H-pyran-4-yl)acetamide ClC1=C(C=C2C=C(N=CC2=C1)NC(CC1CCOCC1)=O)C1CCN(CC1)[C@]1(COC[C@H]1O)C